COC=1C=CC=C2C=CC=C(C12)CC=O 2-(8-methoxynaphthalen-1-yl)acetaldehyde